C12C3CCCC2C3CCC1 tricyclo[4.4.0.02,7]decane